COC(C1=C(C=C(C(=C1)C)N)C)=O 4-amino-2,5-dimethylbenzoic acid methyl ester